FC(C1=C(C=C2CCCN(C2=C1)C=1C=2C=C(C(N(C2C=C(C1)CC)C)=O)C)C=1C=CC(=NC1)C(=O)NCC#CC1=CC(=CC=C1)NC1C(NC(CC1)=O)=O)F 5-(7-(difluoromethyl)-7'-ethyl-1',3'-dimethyl-2'-oxo-1',2',3,4-tetrahydro-2H-[1,5'-biquinolin]-6-yl)-N-(3-(3-((2,6-dioxopiperidin-3-yl)amino)phenyl)prop-2-yn-1-yl)picolinamide